OC=1C(C=C(OC1)CO)=O 5-hydroxy-2-(hydroxymethyl)pyran-4-one